N[C@H]1CN(CCC1)C(=O)C1=CC=2N(C=C1)C(=C(N2)C=2N(C1=CC=CC=C1C2)CC2=NC=CC=C2F)C (R)-(3-aminopiperidin-1-yl)(2-(1-((3-fluoropyridin-2-yl)methyl)-1H-indol-2-yl)-3-methylimidazo[1,2-a]pyridin-7-yl)methanone